Cl.NCCCCCC(=O)N1CC[C@@H](C2=CC=CC=C12)C(=O)N[C@@H]1C(NC(CC1)=O)=O (4S)-1-(6-Aminohexanoyl)-N-[(3S)-2,6-dioxo-3-piperidyl]-3,4-dihydro-2H-quinoline-4-carboxamide hydrochloride